COC1=CC=CC(=N1)N1N=CC(=C1)CC(=O)OC methyl 2-[1-(6-methoxypyridin-2-yl)pyrazol-4-yl]acetate